e-1-(5-methyl-5-(3-(4-methoxyphenyl)allyl)-3-p-tolyl-4,5-dihydro-1H-pyrazol-1-yl)-1-ethanone CC1(CC(=NN1C(C)=O)C1=CC=C(C=C1)C)C\C=C\C1=CC=C(C=C1)OC